CCC(CO[Si](OC)OC)NCCN 3-(2-Aminoethylaminopropyl)trimethoxysilane